CC(C(C(N1CCCC1)=O)NC(CC)=O)C N-(3-methyl-1-oxo-1-(pyrrolidin-1-yl)butan-2-yl)propanamide